C(C)(=O)C1=C(C=CC(=C1)CC)NC(C1=NC=CC=C1)=O N-(2-acetyl-4-ethylphenyl)picolinamide